C(CC)O[Mg]OCCC di-n-propyloxymagnesium